BrC1=C(C=C(C=NO)C=C1)COC 4-bromo-3-(methoxymethyl)benzaldehyde oxime